N-[3-[4-(cyclopropanecarbonyl)piperazin-1-yl]-3-oxopropyl]carbamic acid tert-butyl ester C(C)(C)(C)OC(NCCC(=O)N1CCN(CC1)C(=O)C1CC1)=O